C(C)(C)(C)OC(N(CCC1CN(C(O1)=O)C1=NC2=C(OCC(N2)=O)N=C1)CC1CC2=CC(=CC(=C2C1)C#N)N)=O N-[(6-amino-4-cyano-indan-2-yl)methyl]-N-[2-[2-oxo-3-(3-oxo-4H-pyrazino[2,3-b][1,4]oxazin-6-yl)oxazolidin-5-yl]ethyl]carbamic acid tert-butyl ester